C1(CC1)OC=1C2=C(N=CN1)CN(CC2)C(=O)OC(C)(C)C tert-Butyl 4-cyclopropoxy-5,8-dihydropyrido[3,4-d]pyrimidine-7(6H)-carboxylate